FC(CC1=C(C=CC=C1F)C1C2=C(NC(=C1C(=O)OC)CF)COC2=O)F methyl 4-(2-(2,2-difluoroethyl)-3-fluorophenyl)-2-(fluoromethyl)-5-oxo-1,4,5,7-tetrahydrofuro[3,4-b]pyridine-3-carboxylate